ClC=1C(N(C(=CC1OCC1=C(C=C(C=C1)F)F)C)C=1C(=C(C(=O)NC)C=CC1)C)=O 3-[3-chloro-4-[(2,4-difluorobenzyl)oxy]-6-methyl-2-oxopyridin-1(2H)-yl]-N,2-dimethylbenzamide